NC1(CS(C=C1)(=O)=O)CC(=O)N 2-(3-amino-1,1-dioxo-thien-3-yl)acetamide